C(=O)O.ClC1=C(C(=CC=C1)Cl)N1CC(C1)C1=CC(=C(CN2CC(C(CC2)C(=O)O)C)C(=C1)C)C 1-(4-(1-(2,6-dichlorophenyl)azetidin-3-yl)-2,6-dimethylbenzyl)-3-methylpiperidine-4-carboxylic acid, formate salt